ClC1=NC(=CC(=C1)[C@@]1(N(CCC1)C(=O)OCC1=CC=CC=C1)C)C1=CC=C(C=C1)F |r| benzyl rac-2-(2-chloro-6-(4-fluorophenyl)pyridin-4-yl)-2-methylpyrrolidine-1-carboxylate